2-(5-bromopentyl)-9-(4-(trifluoromethyl)phenyl)-1H-xantheno[2,1,9-def]isoquinoline-1,3(2H)-dione BrCCCCCN1C(C2=CC=C3C=4C2=C(C1=O)C=CC4OC4=CC=C(C=C43)C4=CC=C(C=C4)C(F)(F)F)=O